FC(C(\C=C/C(=O)O)=O)(F)F (Z)-5,5,5-trifluoro-4-Oxopent-2-enoic acid